C(C)OC(CCCCN1CCCC1)=O (S)-1-(5-ethoxy-5-oxopentyl)pyrrolidin